benzo[b]fluoren C1=CC=CC=2C=3C=C4C(=CC3CC12)C=CC=C4